COC1=C(C(=CC=C1)OC)[Si@H](C1=C(C=CC=C1)P1CC2=C(C3=C(C1)C=CC1=CC=CC=C13)C=1C=CC=CC1C=C2)C2=CC=CC=C2 (4S,11bR)-4-(2-((R)-(2,6-Dimethoxyphenyl)(phenyl)silyl)phenyl)-4,5-dihydro-3H-dinaphtho[2,1-c:1',2'-e]phosphepine